(1,5-dimethylindazol-4-yl)boronic acid CN1N=CC2=C(C(=CC=C12)C)B(O)O